ClC1=C2C=CNC2=CC(=C1)NC1=CC(=CC(=N1)C#N)NC=1C=NC(=CC1)OC 6-[(4-chloro-1H-indol-6-yl)amino]-4-[(6-methoxypyridin-3-yl)amino]pyridine-2-carbonitrile